The molecule is a carbamate ester that is the 2,2,2-trifluoroethyl ester of [(2S)-3-methyl-1-(4-methylbenzamido)butan-2-yl]carbamic acid. It is a novel systemic fungicide used for controlling rice blast. It has a role as an antifungal agrochemical. It is a member of benzamides, a carbamate ester, an organofluorine compound and a carbamate fungicide. CC1=CC=C(C=C1)C(=O)NC[C@H](C(C)C)NC(=O)OCC(F)(F)F